C(C)(C)(C)NS(=O)(=O)C1=CC=C(C=C1)N1C(O[C@@H](C1)[C@H](CC1=CC=CC=C1)NC(C1=CC=C(C=C1)F)=O)=O N-((S)-1-((S)-3-(4-(N-tert-butylsulfamoyl)phenyl)-2-oxooxazolidin-5-yl)-2-phenylethyl)-4-fluorobenzamide